C(C)OC(=O)C1C=CC2=CC=CC=C12 Indene-1-carboxylic acid ethyl ester